6-(((S)-2-isopropyl-4-methylpiperazin-1-yl)methyl)-2-(3-((R)-((1s,3S)-3-methoxycyclobutyl)(4-methyl-4H-1,2,4-triazol-3-yl)methyl)phenyl)-4-(trifluoromethyl)isoindolin-1-one C(C)(C)[C@@H]1N(CCN(C1)C)CC1=CC(=C2CN(C(C2=C1)=O)C1=CC(=CC=C1)[C@H](C1=NN=CN1C)C1CC(C1)OC)C(F)(F)F